BrC1=C(N(C2=C(N=CC=C21)Cl)C)C(=O)OCC ethyl 3-bromo-7-chloro-1-methylpyrrolo[2,3-c]pyridine-2-carboxylate